ketene borate B(O)(O)O.C=C=O